N-[[6-(Methylamino)-2-pyridyl]sulfonyl]-6-phenyl-2-(2,4,6-trimethylphenoxy)pyridin-3-carboxamid CNC1=CC=CC(=N1)S(=O)(=O)NC(=O)C=1C(=NC(=CC1)C1=CC=CC=C1)OC1=C(C=C(C=C1C)C)C